4-(2-((dimethylamino)methyl)-4-(trifluoromethyl)thiazol-5-yl)-2-((1-(methylsulfonyl)piperidin-4-yl)amino)pyrimidine-5-carbonitrile CN(C)CC=1SC(=C(N1)C(F)(F)F)C1=NC(=NC=C1C#N)NC1CCN(CC1)S(=O)(=O)C